cyclopropylmethyl N-[4-chloro-2-[[(1S)-3-(methylamino)-2,3-dioxo-1-[[(3S)-2-oxopyrrolidin-3-yl]methyl]propyl]carbamoyl]phenyl]carbamate ClC1=CC(=C(C=C1)NC(OCC1CC1)=O)C(N[C@H](C(C(=O)NC)=O)C[C@H]1C(NCC1)=O)=O